tribromoneopentyl methacrylate CC(=C)C(=O)OC(C(C)(C)CBr)(Br)Br